Telluranthrene C1=CC=CC=2[Te]C3=CC=CC=C3[Te]C12